acryloyloxyundecylthiophosphate C(C=C)(=O)OCCCCCCCCCCCOP(=S)([O-])[O-]